BrC1=CC=C(C=C1)C(COC)(C)C=1N=C(SC1)N 4-(2-(4-bromophenyl)-1-methoxypropan-2-yl)thiazol-2-amine